ClC1=CC=C(CC=2NC(=C(N2)C2=CC(=C(C=C2)Cl)Cl)C)C=C1 2-(4-Chlorobenzyl)-4-(3,4-dichlorophenyl)-5-methylimidazole